C(CCC)C=1N=C(C2=C(N1)SC=C2C2=CC(=C(C=C2)Cl)Cl)OC2CC2 butyl-4-cyclopropoxy-5-(3,4-dichlorophenyl)thieno[2,3-d]pyrimidine